N(=[N+]=[N-])CC1=NN=C(C2=CC=C(C=C12)Br)OC 4-(azidomethyl)-6-bromo-1-methoxy-phthalazine